(3-endo)-8-oxabicyclo[3.2.1]octan-3-ol C12CC(CC(CC1)O2)O